bis(trifluoromethyl)sulfimide silver salt [Ag].FC(F)(F)S(=N)C(F)(F)F